C(C(=C)C)(=O)OCCN(C)C 2-dimethylaminoethyl methacrylat